2,6-bis(trifluoromethoxy)benzidine FC(OC1=C(C(=CC(=C1)N)OC(F)(F)F)C1=CC=C(N)C=C1)(F)F